3-(3,5-Dimethylphenyl)-N-methylcyclobutane-1-amine, trifluoroacetate salt FC(C(=O)O)(F)F.CC=1C=C(C=C(C1)C)C1CC(C1)NC